CN(CC1CCCOCC2CNCCN2C=2C=3CCN(CC3N=C(O1)N2)C2=CC=CC1=CC=CC=C21)C dimethyl-({[19-(naphthalen-1-yl)-9,14-dioxa-2,5,16,19,23-pentaazatetracyclo[13.7.1.0^{2,7}.0^{17,22}]tricosa-1(23),15,17(22)-trien-13-yl]methyl})amine